ClC=1C=C(C=C(C1OC1=CC=C2C(=N1)C(=CN2)C(C)C)Cl)N2C(NN=C(C2=O)C#N)=O [3,5-dichloro-4-([3-isopropyl-1H-pyrrolo[3,2-b]pyridin-5-yl]oxy)phenyl]-3,5-dioxo-4H-1,2,4-triazine-6-carbonitrile